[Cl-].C[N+](C)(C)CCCCCCCCCCCS N,N,N-trimethyl-(11-mercapto-undecyl)ammonium chloride